(3-(3-fluoro-4-((2-methyl-1H-imidazol-1-yl)methyl)phenyl)-5-isobutylthiophene-2-yl)sulfonyl-carbamic acid 2-hydroxyethyl ester OCCOC(NS(=O)(=O)C=1SC(=CC1C1=CC(=C(C=C1)CN1C(=NC=C1)C)F)CC(C)C)=O